O=C1C(CN2C(C=3N(N(C1)C2)C=C(C(C3)=O)C(=O)N)=O)=O 3,4,7,9-tetraoxo-2,3,4,5,7,9-hexahydro-1,6-methanopyrido[1,2-b][1,2,5]triazonine-10-carboxamide